4-(5-(3,5-dichloro-4-fluorophenyl)-5-(trifluoromethyl)-4,5-dihydroisoxazol-3-yl)-N-((3,4-difluorophenyl)sulfinyl)-2-methylbenzamide ClC=1C=C(C=C(C1F)Cl)C1(CC(=NO1)C1=CC(=C(C(=O)NS(=O)C2=CC(=C(C=C2)F)F)C=C1)C)C(F)(F)F